5-chloro-N2-(4-((trans)-2,6-diethyl-1-methyl-1,2,3,6-tetrahydropyridin-4-yl)-2-isopropoxy-5-methylphenyl)-N4-(2-(isopropylsulfonyl)phenyl)pyrimidine-2,4-diamine ClC=1C(=NC(=NC1)NC1=C(C=C(C(=C1)C)C=1C[C@@H](N([C@H](C1)CC)C)CC)OC(C)C)NC1=C(C=CC=C1)S(=O)(=O)C(C)C